C(C)(C)N1C(=C(C2=CC=CC=C12)C1=CC=C(C=C1)C)/C=C/C=O (E)-3-(1-isopropyl-3-(p-tolyl)-1H-indol-2-yl)acrylaldehyde